C(C1=CC=CC=C1)N1CCN(CC1)C1CCC(CC1)O (1s,4s)-4-(4-Benzylpiperazin-1-yl)cyclohexanol